(2,6-dimethylphenyl)-1-isopropyl-4-mesitylbenzimidazol-2-amine CC1=C(C(=CC=C1)C)C1=C(C2=C(N(C(=N2)N)C(C)C)C=C1)C1=C(C=C(C=C1C)C)C